4'-[bis(2',4'-dimethoxybiphenyl-4-yl)amino]-biphenyl-4-carboxylic acid COC1=C(C=CC(=C1)OC)C1=CC=C(C=C1)N(C1=CC=C(C=C1)C1=CC=C(C=C1)C(=O)O)C1=CC=C(C=C1)C1=C(C=C(C=C1)OC)OC